(R)-6-(2,3-difluoro-5-(2-(1-methylpyrrolidin-2-yl)ethyl)phenethyl)-4-methylpyridin-2-amine FC1=C(CCC2=CC(=CC(=N2)N)C)C=C(C=C1F)CC[C@H]1N(CCC1)C